(R)-1-(3,3-difluoro-4-((5-(1-(2-fluoroethyl)-1H-benzo[d][1,2,3]triazol-6-yl)-4-methoxypyrrolo[2,1-f][1,2,4]triazin-2-yl-7-d)amino)pyrrolidin-1-yl)ethan-1-one FC1(CN(C[C@H]1NC1=NN2C(C(=N1)OC)=C(C=C2[2H])C=2C=CC1=C(N(N=N1)CCF)C2)C(C)=O)F